ClC1=C(C(=O)O)C=CC(=C1)OC1=CC(=CC=2C=COC21)OC chloro-4-((5-methoxybenzofuran-7-yl)oxy)benzoic acid